[2-(2,6-dioxopiperidin-3-yl)-3-oxo-4-(pyridin-3-yloxy)-2,3-dihydro-1H-isoindol-5-yl]methyl N-(4-phenoxyphenyl)carbamate O(C1=CC=CC=C1)C1=CC=C(C=C1)NC(OCC=1C(=C2C(N(CC2=CC1)C1C(NC(CC1)=O)=O)=O)OC=1C=NC=CC1)=O